N[C@H](C(=O)OC)CC1=C2CCCOC2=C(C=C1)C=1C(N(C(N(C1)C)=O)C)=O methyl (S)-2-amino-3-(8-(1,3-dimethyl-2,4-dioxo-1,2,3,4-tetrahydro pyrimidin-5-yl)chroman-5-yl)propanoate